2-({2-cyclopropyl-4-[4-(4-fluoro-2-methoxy-phenyl)-piperidin-1-yl]-7-methyl-quinazolin-6-yl}-methyl-amino)-ethanol C1(CC1)C1=NC2=CC(=C(C=C2C(=N1)N1CCC(CC1)C1=C(C=C(C=C1)F)OC)N(CCO)C)C